CN1N=CC=2C1=NC=NC2O 1-methyl-1H-pyrazolo[3,4-d]pyrimidin-4-ol